3-amino-N-cyclopropyl-6-(4-(2-(3,5-difluorophenyl)-2-hydroxyacetamido)-2-ethylphenyl)pyrazine-2-carboxamide NC=1C(=NC(=CN1)C1=C(C=C(C=C1)NC(C(O)C1=CC(=CC(=C1)F)F)=O)CC)C(=O)NC1CC1